6-(2-(4-cyano-1H-pyrazol-1-yl)cyclobutyl)-4-oxo-1-(1-(6-(trifluoromethyl)pyridin-3-yl)ethyl)-4,5-dihydro-1H-pyrazolo[3,4-d]pyrimidine-3-carbonitrile C(#N)C=1C=NN(C1)C1C(CC1)C=1NC(C2=C(N1)N(N=C2C#N)C(C)C=2C=NC(=CC2)C(F)(F)F)=O